C(C)C1=CC(=CC=C1O)OC(C)C 6-ethyl-4-isopropoxyphenol